C(C=C)C1=CC(=C(C(=C1)C)O)C 4-allyl-2,6-dimethylphenol